(S)-1-(4-(2-(4-(4-chlorophenyl)-2,3,9-trimethyl-6H-thieno[3,2-f][1,2,4]triazolo[4,3-a][1,4]diazepin-6-yl)acetamido)phenoxy)-3,6,9,12,15,18-hexaoxahenicosan-21-oic acid ClC1=CC=C(C=C1)C1=N[C@H](C=2N(C3=C1C(=C(S3)C)C)C(=NN2)C)CC(=O)NC2=CC=C(OCCOCCOCCOCCOCCOCCOCCC(=O)O)C=C2